5-(((1S,2S)-2-((4,4-difluorocyclohexyl)amino)cyclohexyl)(methyl)amino)-2-(2,6-dioxopiperidin-3-yl)isoindoline-1,3-dione FC1(CCC(CC1)N[C@@H]1[C@H](CCCC1)N(C=1C=C2C(N(C(C2=CC1)=O)C1C(NC(CC1)=O)=O)=O)C)F